N-(5-(2-(4-(trifluoromethyl)phenoxy)ethoxy)-1H-indol-3-yl)bicyclo[1.1.1]pentane-1-carboxamide FC(C1=CC=C(OCCOC=2C=C3C(=CNC3=CC2)NC(=O)C23CC(C2)C3)C=C1)(F)F